tert-butyl (Z)-2-(2,6-difluoropyridin-3-yl)-2-hydrazonoacetate FC1=NC(=CC=C1/C(/C(=O)OC(C)(C)C)=N/N)F